5-bromo-7-chloro-1-ethyl-1H-indazole-3-carboxylic acid BrC=1C=C2C(=NN(C2=C(C1)Cl)CC)C(=O)O